ClC1=CC=C(C=C1)CN(C(=O)N[C@H](C(=O)OCC)C(C)C)C=1C(=NC=C(C1)N1CCOCC1)C#N Ethyl (2S)-2-[[(4-chlorophenyl)methyl-(2-cyano-5-morpholino-3-pyridyl)carbamoyl]amino]-3-methyl-butanoate